5-bromo-2-((2-nitrophenyl)sulfonyl)isoindoline BrC=1C=C2CN(CC2=CC1)S(=O)(=O)C1=C(C=CC=C1)[N+](=O)[O-]